C(#N)C=1C=C(C=CC1)C1=NN2C(N=C(C=C2)N2CCN(CC2)CC2=NC=CC=C2C)=C1C#N 2-(3-cyanophenyl)-5-[4-[(3-methyl-2-pyridinyl)methyl]piperazin-1-yl]pyrazolo[1,5-a]pyrimidine-3-carbonitrile